2-((4-(Difluoromethyl)benzyl)oxy)-1-naphthalenealdehyde FC(C1=CC=C(COC2=C(C3=CC=CC=C3C=C2)C=O)C=C1)F